FC=1C(=C(C=CC1)O)C(CC)(O)C1=CC=C(C=C1)F 3-fluoro-2-(1-(4-fluorophenyl)-1-hydroxypropyl)phenol